2-(naphthalen-2-yl)ethane-1-sulfonamide C1=C(C=CC2=CC=CC=C12)CCS(=O)(=O)N